C(C=C)(=O)CCC[Si](OCC)(OCC)C gamma-acryloylpropyl-methyldiethoxysilane